[Si](C)(C)(C(C)(C)C)N=S(=O)(N)C1=NN(C=C1)CC N'-(tert-butyldimethylsilyl)-1-ethyl-1H-pyrazole-3-sulfonimidamide